C(N)(=O)[C@@H]1C[C@@]2(CN1C(=O)OC(C)(C)C)C(NC=1N2N=C2C=CC=CC12)=O t-butyl (3R,5'S)-5'-carbamoyl-2-oxo-1H-spiro[imidazo[1,2-b]indazole-3,3'-pyrrolidine]-1'-carboxylate